Nickel bis(stilbenedithiol) C1(=C(C(=CC=C1)S)S)C=CC1=CC=CC=C1.C1(=C(C(=CC=C1)S)S)C=CC1=CC=CC=C1.[Ni]